CC(C)OC(CCCCC)=O hexanoic acid prop-2-yl ester